(7S)-11-chloro-9-(2,6-difluorophenyl)-3,7,12-trimethyl-2,4,5,8,13-pentaazatricyclo[8.4.0.02,6]tetradeca-1(10),3,5,8,11,13-hexaene ClC=1C=2C(=N[C@H](C3=NN=C(N3C2C=NC1C)C)C)C1=C(C=CC=C1F)F